FC1=C(C=C(C=C1)C(F)(F)F)C(F)(F)F 1-fluoro-2,4-bis(trifluoromethyl)benzene